FC1=CC(=C(C=C1)C1=CC(=CC=C1)C=1OC2=C(N1)C=C(C=C2C(F)(F)F)CNCC2(CCC2)F)C2=NN=CN2C 1-(2-(4'-Fluoro-2'-(4-methyl-4H-1,2,4-triazol-3-yl)-[1,1'-biphenyl]-3-yl)-7-(trifluoromethyl)benzo[d]oxazol-5-yl)-N-((1-fluorocyclobutyl)methyl)methanamine